11,11-difluoro-3,4,8,9,10,11-hexahydro-1H-pyrido[4',3':3,4]pyrazolo[1,5-a]azepine-2(7H)-carboxamide FC1(C=2N(CCCC1)N=C1C2CN(CC1)C(=O)N)F